2-[[(1R)-1-(3,6-Dimethyl-4-oxo-2-phenyl-chromen-8-yl)ethyl]amino]benzenecarbohydroxamic acid CC1=C(OC2=C(C=C(C=C2C1=O)C)[C@@H](C)NC1=C(C=CC=C1)C(=O)NO)C1=CC=CC=C1